1-Decen oxid C1C(CCCCCCCC)O1